1,3-dimethyl-5-[3-[2-(trifluoromethoxy)ethyl]benzimidazol-5-yl]pyridin-2-one CN1C(C(=CC(=C1)C1=CC2=C(N=CN2CCOC(F)(F)F)C=C1)C)=O